FC(C(=C(C(C(F)(F)F)(C(F)(F)F)F)F)F)(F)F perfluoro-4-methyl-2-pentene